N1(C2=CC=C3C4=C2C=2C5=C(C=CC12)C=CC=C5C4=CC=C3)CCCCP(O)(O)=O (4-(1H-phenanthro[1,10,9,8-cdefg]carbazol-1-yl)butyl)phosphonic acid